(R)-4-(1-methyl-1H-pyrazol-5-yl)-2-(3-methylmorpholino)imidazo[1,5-a]Pyrimidine-8-carboxylic acid ethyl ester C(C)OC(=O)C=1N=CN2C1N=C(C=C2C2=CC=NN2C)N2[C@@H](COCC2)C